N-(5-chloro-2-isopropoxybenzyl)-1-(piperidin-4-yl)methanamine hydrochloride Cl.ClC=1C=CC(=C(CNCC2CCNCC2)C1)OC(C)C